C1(=CC=CC2=CC=CC=C12)N1C(C2=CC=CC=C2CC1)=O N-naphthyl-3,4-dihydroisoquinolinone